C(=O)[O-].C1(=CC=CC=C1)C(C(=O)OC1CC2CCC(C1)[N+]21CCCC1)(OC(SCC1CCOCC1)C1CCOCC1)C1=CC=CC=C1 3-(2,2-Diphenyl-2-((tetrahydro-2H-pyran-4-yl)(((tetrahydro-2H-pyran-4-yl)methyl)thio)methoxy)acetoxy)spiro[bicyclo[3.2.1]octane-8,1'-pyrrolidin]-8-ium formate